[(4-Hydroxy-7-phenylsulfanyl-isoquinoline-3-carbonyl)-amino]-acetic acid OC1=C(N=CC2=CC(=CC=C12)SC1=CC=CC=C1)C(=O)NCC(=O)O